4-fluoro-N-(3-(trifluoromethyl)bicyclo[1.1.1]pentan-1-yl)benzamide FC1=CC=C(C(=O)NC23CC(C2)(C3)C(F)(F)F)C=C1